C(CC)OC(OCCC)(OCCC)C#C tripropoxymethylacetylene